C(C1=CC=CC=C1)(=O)C=1C=C(C=CC1NC)NC(OCC#C)=O prop-2-yn-1-yl (3-benzoyl-4-(methylamino)phenyl)carbamate